(1R,3aR,6aS)-N-((S)-1-cyano-2-((S)-2-oxopiperidin-3-yl)ethyl)-2-(4-fluoro-7-difluoromethyl-1H-indole-2-carbonyl)-5,5-difluorooctahydrocyclopenta[c]pyrrole-1-carboxamide C(#N)[C@H](C[C@H]1C(NCCC1)=O)NC(=O)[C@@H]1N(C[C@H]2[C@@H]1CC(C2)(F)F)C(=O)C=2NC1=C(C=CC(=C1C2)F)C(F)F